COC=1C=C(C=CC1)C[C@@H](C(=O)O)NC (S)-3-(3-methoxyphenyl)-2-(methylamino)propanoic acid